C(CNCCNCCNCCNCCCC(=O)[O-])(=O)[O-] 3,6,9,12-tetraazahexadecanedioate